1-(1,1,1-trifluorobutan-2-yl)-1H-pyrazole-4-carboxamide FC(C(CC)N1N=CC(=C1)C(=O)N)(F)F